(S)-2-amino-3-(3-(3-chloro-2-methyl-5-sulfophenyl)ureido)propionic acid N[C@H](C(=O)O)CNC(=O)NC1=C(C(=CC(=C1)S(=O)(=O)O)Cl)C